NCC(C1=CC(=CC=C1)Cl)NC(=O)C=1N=CN(C1)C1=NC(=NC=C1C)NC1=CC=C(C=C1)F N-(2-amino-1-(3-chlorophenyl)ethyl)-1-(2-((4-fluoro-phenyl)amino)-5-methyl-pyrimidin-4-yl)-1H-imidazole-4-carboxamide